3-{4-[(cyclobutylmethyl)[(1s,4s)-4-[(3,3,3-trifluoropropyl)amino]cyclohexyl]amino]-1-oxo-3H-isoindol-2-yl}piperidine-2,6-dione C1(CCC1)CN(C1=C2CN(C(C2=CC=C1)=O)C1C(NC(CC1)=O)=O)C1CCC(CC1)NCCC(F)(F)F